ClC=CC(=O)NCC1=CC(=CC(=C1)C=1C=NN(C1)C1=CC=CC=C1)Cl 3-chloro-N-(3-chloro-5-(1-phenyl-1H-pyrazol-4-yl)benzyl)acrylamide